anti-Cystein N[C@@H](CS)C(=O)O